C(C)N(C=1SC(=C(N1)C1=CC=C(C=C1)F)C#N)C1=C(OC=2C1=NC(=CC2)N2CCN(CC2)CC(=O)N2CC(C2)O)CC 2-(ethyl(2-ethyl-5-(4-(2-(3-hydroxyazetidin-1-yl)-2-oxoethyl)piperazin-1-yl)furo[3,2-b]pyridin-3-yl)amino)-4-(4-fluorophenyl)thiazole-5-carbonitrile